(E)-3-(3-hydroxy-4-methoxyphenyl)-1-(5-hydroxy-7-methoxy-2,2-dimethyl-2H-benzopyran-6-yl)prop-2-en-1-one OC=1C=C(C=CC1OC)/C=C/C(=O)C=1C(=CC2=C(C=CC(O2)(C)C)C1O)OC